2-(2-Isopropylphenyl)-N-(1-(4-(1-methyl-4-(trifluoromethyl)-1H-imidazol-2-yl)phenyl)cyclopropyl)furo[3,2-d]pyrimidin-4-amine C(C)(C)C1=C(C=CC=C1)C=1N=C(C2=C(N1)C=CO2)NC2(CC2)C2=CC=C(C=C2)C=2N(C=C(N2)C(F)(F)F)C